BrCC1=CC=C(CCC2=C(C(N(N=C2)C(C)(C)C)=O)Cl)C=C1 5-(4-(bromomethyl)phenethyl)-2-(tert-butyl)-4-chloropyridazin-3(2H)-one